C(=C)C1=CC=C(CNC2=CC=C(C=O)C=C2)C=C1 4-((4-vinyl-benzyl)amino)benzaldehyde